CNC(=O)C=1C=C2C3=C(NC2=CC1)N=CN=C3 N-methyl-9H-pyrimido[4,5-b]Indole-6-carboxamide